N-[4-(1,1-dioxo-1,4-thiazinane-4-carbonyl)-3-(4-oxa-7-azaspiro[2.5]octan-7-yl)phenyl]cyclopropanecarboxamide O=S1(CCN(CC1)C(=O)C1=C(C=C(C=C1)NC(=O)C1CC1)N1CCOC2(CC2)C1)=O